CC(CCCCCCCCC)OC(CCCCCCC(=O)O)=O 8-(1-methyldecoxy)-8-oxo-octanoic acid